C(C)N1CN(C2=C1C=CC=C2)C 1-ethyl-3-methylbenzimidazole